CO[Si](CC[Si](O[SiH](C)C)(C)C)(OC)OC 1-[2-(trimethoxysilyl)ethyl]-1,1,3,3-tetramethyldisiloxane